4-(4-((1-(3-(difluoromethyl)-2-fluorophenyl)ethyl)amino)-7-(2-(dimethylamino)ethoxy)-2-methylpyrido[2,3-d]pyrimidin-6-yl)tetrahydro-2H-thiopyran 1,1-dioxide FC(C=1C(=C(C=CC1)C(C)NC=1C2=C(N=C(N1)C)N=C(C(=C2)C2CCS(CC2)(=O)=O)OCCN(C)C)F)F